COC=1C=C(CC2C(N(C(C(N2C)=O)=O)C)=O)C=CC1 6-(3-methoxybenzyl)-1,4-dimethylpiperazine-2,3,5-trione